O.C(C(C)O)O Propylenglycol-Hydrat